2-[1-(diphenylmethyl)azetidin-3-yl]acetic acid C1(=CC=CC=C1)C(N1CC(C1)CC(=O)O)C1=CC=CC=C1